FC(OC1=NC(=CC=C1NC(=O)C1(CN(C1)CC1(COC1)C(=O)O)C1=C(C=CC=C1)C(C)C)C)F 3-((3-((2-(difluoromethoxy)-6-methylpyridin-3-yl)carbamoyl)-3-(2-isopropylphenyl)azetidin-1-yl)methyl)oxetan-3-carboxylic acid